5-(6-amino-2-fluoro-5-(7-fluoro-1-oxo-1,2,3,4-tetrahydroisoquinolin-6-yl)pyridin-3-yl)-2-(piperidin-4-yloxy)benzonitrile NC1=C(C=C(C(=N1)F)C=1C=CC(=C(C#N)C1)OC1CCNCC1)C=1C=C2CCNC(C2=CC1F)=O